O[C@H](CO)[C@@H]1[C@H](C1)C(=O)OC(C)(C)C tert-butyl (1S,2S)-2-((S)-1,2-dihydroxyethyl)cyclopropane-1-carboxylate